5-(2,6-difluorophenyl)-3-methyl-9-(6-methylpyridin-3-yl)-1,6-dihydrobenzo[d]pyrazolo[3,4-f][1,3]diazepine FC1=C(C(=CC=C1)F)C1=NC2=C(C3=C(N1)C=CC(=C3)C=3C=NC(=CC3)C)NN=C2C